N-[(1R)-1-(2,3-Dihydro-1,4-benzodioxin-5-yl)ethyl]-2-methyl-5-(4-methylpiperazin-1-yl)benzamide O1CCOC2=C1C=CC=C2[C@@H](C)NC(C2=C(C=CC(=C2)N2CCN(CC2)C)C)=O